FC(C1(CC1)NC(=O)C=1C2=CN(N=C2C=CC1)C=1C=NC=CC1)F N-[1-(difluoromethyl)cyclopropyl]-2-(pyridin-3-yl)-2H-indazole-4-carboXamide